(Z)-methyl-6-(2-(dimethylamino)-3-((6-oxo-6-(undec-2-en-1-yloxy)hexyl)oxy)propoxy)hexanoate COC(CCCCCOCC(COCCCCCC(OC\C=C/CCCCCCCC)=O)N(C)C)=O